C(C)(=C)NCCC[Si](OC)(OC)OC β-allylaminopropyltrimethoxysilane